tert-butyl (1R,5S)-3-[methyl-[6-[7-pyrazol-1-yl-1-(2-trimethylsilylethoxymethyl)indazol-4-yl]-1,2,4-triazin-3-yl] amino]-8-azabicyclo[3.2.1]octane-8-carboxylate CN(C1C[C@H]2CC[C@@H](C1)N2C(=O)OC(C)(C)C)C=2N=NC(=CN2)C2=C1C=NN(C1=C(C=C2)N2N=CC=C2)COCC[Si](C)(C)C